O1[C@@H](COCC1)COC=1C(=C2N(CCC3=CC(=C(C=C23)OC)C2=CNC(C=C2)=O)C(C1)=O)C 2-((S)-1-[1,4]dioxan-2-ylmethoxy)-10-methoxy-1-methyl-9-(6-oxo-1,6-dihydro-pyridin-3-yl)-6,7-dihydro-pyrido[2,1-a]isoquinolin-4-one